NC1CN(CC1)C1=C(C=C2C(C(=CN(C2=N1)C1CC1)C(=O)O)=O)F 7-(3-Amino-1-pyrrolidinyl)-1-cyclopropyl-6-fluoro-1,4-dihydro-4-oxo-1,8-naphthyridine-3-carboxylic acid